C(=O)(OC(C)(C)C)N1CCN(CC1)CC(=O)O 2-(4-Boc-1-piperazinyl)acetic acid